4-[5-(2,6-dioxo-3-piperidinyl)-2-pyridinyl]-6-hydroxy-1,4-diazepane-1-carboxylic acid tert-butyl ester C(C)(C)(C)OC(=O)N1CCN(CC(C1)O)C1=NC=C(C=C1)C1C(NC(CC1)=O)=O